COC1=CC(=NC2=C(C=CC=C12)OC)C(=O)N1CCC2(CC1)OC(C1=CC(=CC=C1C2)C=2C=NC=C(C(=O)OCCOCCOC)C2)=O 2-(2-methoxyethoxy)ethyl 5-(1'-(4,8-dimethoxy-quinoline-2-carbonyl)-1-oxospiro[isochroman-3,4'-piperidin]-7-yl)nicotinate